4-(6-(3,8-diazabicyclo[3.2.1]octan-3-yl)pyridin-3-yl)-6-(1-methyl-1H-pyrazol-4-yl)pyrazolo[1,5-a]pyridine-3-carbonitrile trifluoroacetate FC(C(=O)O)(F)F.C12CN(CC(CC1)N2)C2=CC=C(C=N2)C=2C=1N(C=C(C2)C=2C=NN(C2)C)N=CC1C#N